ClC=1C=NC=C(C1[C@@H](C)OC=1C=C2C(=NN(C2=CC1)C1OCCCC1)C=1C=NC(=C(C1)F)F)Cl 5-[(1R)-1-(3,5-dichloro-4-pyridinyl)ethoxy]-3-(5,6-difluoro-3-pyridinyl)-1-tetrahydropyran-2-yl-indazole